CC1=C(C=CC=C1C1N(CCC2=C1SC(=N2)C(=O)N)CC(CO)(C)C)C2=C(C(=CC=C2)C2N(CCC1=C2SC(=N1)C(=O)N)CC(CO)(C)C)C (2,2'-dimethyl-[1,1'-biphenyl]-3,3'-diyl)bis(5-(3-hydroxy-2,2-dimethylpropyl)-4,5,6,7-tetrahydrothiazolo[5,4-c]pyridine-2-carboxamide)